5-chloro-2-(2-fluoro-4-pyridinyl)-4-morpholino-1H-pyrimidin-6-one ClC1=C(N=C(NC1=O)C1=CC(=NC=C1)F)N1CCOCC1